C(C)(C)(C)OC(=O)N([C@@H](COCC1=C(N(C(=N1)C)COCC[Si](C)(C)C)C=1C=C(C(=C(C1)C(C(=O)OC)C(=O)OC)[N+](=O)[O-])Cl)C)C dimethyl 2-[5-[5-[[(2R)-2-[tert-butoxycarbonyl(methyl)amino]propoxy]methyl]-2-methyl-3-(2-trimethylsilylethoxy methyl)imidazol-4-yl]-3-chloro-2-nitro-phenyl]propanedioate